ClC1=C(C=NN1C)S(=O)(=O)N1CCC(CC1)C=1C=C2C=CC=NC2=CC1C 6-(1-((5-chloro-1-methyl-1H-pyrazol-4-yl)sulfonyl)piperidin-4-yl)-7-methylquinoline